N-(4-fluorophenyl)-2-(6-isopropyl-5,8-dioxo-2-phenyl-5,6,7,8-tetrahydro-4H-pyrazolo[1,5-a]pyrrolo[3,4-d]pyrimidin-4-yl)acetamide FC1=CC=C(C=C1)NC(CN1C=2N(C(C3=C1C(N(C3)C(C)C)=O)=O)N=C(C2)C2=CC=CC=C2)=O